N(=O)N1CC2CCC(C1)N2C(=O)NCC(F)(F)F 3-nitroso-N-(2,2,2-trifluoroethyl)-3,8-diazabicyclo[3.2.1]octane-8-formamide